(R)-tert-butyl (3-((2-(N,N-bis(4-methoxybenzyl)sulfamoyl)-4-iodo-3-(2-(4-methoxybenzyl)-2H-tetrazol-5-yl)phenyl)sulfonyl)-2-hydroxypropyl)carbamate COC1=CC=C(CN(S(=O)(=O)C2=C(C=CC(=C2C=2N=NN(N2)CC2=CC=C(C=C2)OC)I)S(=O)(=O)C[C@@H](CNC(OC(C)(C)C)=O)O)CC2=CC=C(C=C2)OC)C=C1